CC(C(=O)O)CCCCCC\C=C/C=C/C=C\CCCC methyl-punicic acid